2-amino-4-[4-[(2S,5R)-2,5-dimethylpiperazin-1-yl]-8-fluoro-2-[[(2S)-1-methylpyrrolidin-2-yl]methoxy]-6-(trifluoromethyl)quinazolin-7-yl]-7-fluoro-benzothiophene-3-carbonitrile NC=1SC2=C(C1C#N)C(=CC=C2F)C2=C(C=C1C(=NC(=NC1=C2F)OC[C@H]2N(CCC2)C)N2[C@H](CN[C@@H](C2)C)C)C(F)(F)F